2-(2-Methyl-2H-indazol-5-yl)-6-(1-methylpiperidin-4-yl)-1,3-benzothiazol-Hydrochlorid Cl.CN1N=C2C=CC(=CC2=C1)C=1SC2=C(N1)C=CC(=C2)C2CCN(CC2)C